1-HeptaneSulfonic Acid Sodium Salt [Na+].C(CCCCCC)S(=O)(=O)[O-]